C1(CCC1)N1CCN(CC1)C1=CC=C(C=C1)C1=CC2=C(C=N1)C=C(N2C)C2=CC(=C(C=C2)OC)OC 6-(4-(4-Cyclobutylpiperazin-1-yl)phenyl)-2-(3,4-dimethoxyphenyl)-1-methyl-1H-pyrrolo[3,2-c]pyridin